1,4,5,8-naphthalenetetracarboxylic acid 1,4-monoanhydride C12=CC=C(C=3C(=CC=C(C13)C(=O)O)C(=O)O)C(=O)OC2=O